CN=C1CC=NC=C1 4-methyliminopyridine